C1=C(C=CC2=CC=CC=C12)C1=CC=C(C=C1)C=1C=NC2=CC=CC=C2N1 3-(4-(naphthalen-2-yl)phenyl)quinoxaline